C=CC=CC=CCCCCCCC(CCCC)=O 13-heptadecatrienal